(6S)-N-(2-Amino-3-fluoro-4-((4-hydroxybenzyl)amino)phenyl)-6,7-difluoroheptanamid NC1=C(C=CC(=C1F)NCC1=CC=C(C=C1)O)NC(CCCC[C@@H](CF)F)=O